methyl-pyrrolidine-1-carboxylic acid benzyl ester C(C1=CC=CC=C1)OC(=O)N1C(CCC1)C